CNC(=O)C=1CC=2C(=CN1)N=C(N2)C2=NC=CC=C2 N-methyl-2-(pyridin-2-yl)imidazo[4,5-c]Pyridine-6-carboxamide